C(C1=CC=CC=C1)(C1=CC=CC=C1)(C1=CC=CC=C1)N1C(CCCCC1)C=O (1-tritylazepan-2-yl)methanone